CC1OC(C2=CC=CC=C12)=O 3-methylisobenzofuran-1(3H)-one